(S)-1-(2-(tert-butoxy)-2-oxoethyl)-5,6-difluoroindole-2-carboxylic acid tert-butyl ester C(C)(C)(C)OC(=O)C=1N(C2=CC(=C(C=C2C1)F)F)CC(=O)OC(C)(C)C